FC1=CC=C(C=C1)CC(=O)NC1=NNC(=C1)[C@H]1C[C@H](CC1)N(C([O-])=O)C1CCC(CC1)(C)O (1S,3R)-3-(3-{[(4-fluorophenyl)acetyl]amino}-1H-pyrazol-5-yl)cyclopentyl(cis-4-hydroxy-4-methylcyclohexyl)carbamate